(2R)-2-[3-(difluoromethoxy)phenyl]-N-[5-[[(3R)-1-(6-fluoropyridazin-3-yl)pyrrolidin-3-yl]amino]-1,3,4-thiadiazol-2-yl]-2-methoxy-acetamide FC(OC=1C=C(C=CC1)[C@H](C(=O)NC=1SC(=NN1)N[C@H]1CN(CC1)C=1N=NC(=CC1)F)OC)F